C(#N)C=1C=C2C(=C(C(N(C2=CC1NC[C@H]1COCC1)C)=O)C(=O)N)N1CCC(CC1)C=1OC2=C(N1)C=C(C=C2)C 6-cyano-1-methyl-4-[4-(5-methyl-1,3-benzooxazol-2-yl)piperidin-1-yl]-2-oxo-7-({[(3S)-oxolan-3-yl]methyl}amino)-1,2-dihydroquinoline-3-carboxamide